N-[2-(5-Hydroxy-4-Methyl-1H-indol-3-yl)ethyl]acetamide OC=1C(=C2C(=CNC2=CC1)CCNC(C)=O)C